Tetra-n-butylhafnium C(CCC)[Hf](CCCC)(CCCC)CCCC